4'-bromo-4-mercaptobiphenyl BrC1=CC=C(C=C1)C1=CC=C(C=C1)S